2-[6-[[5-(trifluoromethyl)-2-pyridinyl]methyl]-2-azaspiro[3.3]heptane-2-carbonyl]-7-oxa-2,5-diazaspiro[3.4]octan-6-one FC(C=1C=CC(=NC1)CC1CC2(CN(C2)C(=O)N2CC3(C2)NC(OC3)=O)C1)(F)F